COC1=C(C=CC=C1)C1=CNC2=NC(=CC=C21)NC(NCCN2CCOCC2)=O 3-[3-(2-methoxyphenyl)-1H-pyrrolo[2,3-b]pyridin-6-yl]-1-[2-(morpholin-4-yl)ethyl]urea